N1N=CC(=C1)C#N (E)-1H-pyrazole-4-carbonitrile